4-(3-phenylbut-3-en-1-yl)morpholine C1(=CC=CC=C1)C(CCN1CCOCC1)=C